Cl.C[C@H]1NCC(C(C1)C(=O)OCC)=O (2R)-Ethyl 2-methyl-5-oxopiperidine-4-carboxylate hydrochloride